4-(2-nitrophenylsulfonyl)thiomorpholine [N+](=O)([O-])C1=C(C=CC=C1)S(=O)(=O)N1CCSCC1